1-((5-carbamoyl-1-methyl-1H-pyrrol-3-yl)sulfonyl)-N-cyclohexylpiperidine-4-carboxamide C(N)(=O)C1=CC(=CN1C)S(=O)(=O)N1CCC(CC1)C(=O)NC1CCCCC1